rac-(1R,2S,5R)-1-amino-5-(2-boronoethyl)-2-((isopropyl(methyl)amino)methyl)cyclohexanecarboxylic acid dihydrochloride Cl.Cl.N[C@]1([C@@H](CC[C@H](C1)CCB(O)O)CN(C)C(C)C)C(=O)O |r|